BrC=1C=C(C=CC1)C1(CC(C1)=O)C#N 1-(3-bromophenyl)-3-oxo-cyclobutanecarbonitrile